C(C)(=O)N1CCC(CC1)NS(=O)(=O)C1=CC(=C(C=C1F)NC(C1=C(C=CC=C1)C)=O)Cl N-(4-(N-(1-acetylpiperidin-4-yl)sulfamoyl)-2-chloro-5-fluorophenyl)-2-methylbenzamide